C(C)OC(C(CCCCCC\C=C/C\C=C/CCCCC)CCN(C(CCC(OC(OCCCN(CC)CC)=O)CCCCCCCCCCCC)=O)CCOC(CCCCCCC\C=C/C\C=C/CCCCC)=O)=O (9z,12z)-10-dodecyl-3-ethyl-14-(2-((9z,12z)-octadeca-9,12-dienoyloxy)ethyl)-8,13-dioxo-7,9-dioxa-3,14-diazahexadecan-16-yl-octadeca-9,12-dienoic acid ethyl ester